NC1=NC=CC(=N1)C=1C=C(OC2=C(C=C(C=C2)NC(=O)C=2C=NN(C2CC)C=2C=NC=NC2)F)C=CC1O N-(4-(3-(2-aminopyrimidin-4-yl)-4-hydroxyphenoxy)-3-Fluorophenyl)-5-ethyl-1-(pyrimidin-5-yl)-1H-pyrazole-4-carboxamide